[Cl-].[NH4+].[Cl-].C(C1=CC=CC=C1)[N+](CC)(CC)CC benzyltriethyl-ammonium chloride ammonium chloride